Tert-butyl (R)-(1-(2-(1-(4-chlorobenzyl)-1H-indol-2-yl)-3-methylimidazo[1,2-a]pyridine-7-carbonyl)piperidin-3-yl)carbamate ClC1=CC=C(CN2C(=CC3=CC=CC=C23)C=2N=C3N(C=CC(=C3)C(=O)N3C[C@@H](CCC3)NC(OC(C)(C)C)=O)C2C)C=C1